1-(5-((4-(4-cyano-2-fluorophenyl)piperazin-1-yl)methyl)-2-oxo-1,2-dihydropyridin-3-yl)-3-ethylurea C(#N)C1=CC(=C(C=C1)N1CCN(CC1)CC=1C=C(C(NC1)=O)NC(=O)NCC)F